N,N-dimethylaminopropyl-aza-2-methyl-2-methoxysilacyclopentane CN(C)CCC[SiH]1C(CCC1)(OC)N